4-(2-(4-Chloro-2-(methoxy-d3)phenyl)-4-fluoro-2-methyl-2H-chromen-8-yl)piperidine ClC1=CC(=C(C=C1)C1(OC2=C(C=CC=C2C(=C1)F)C1CCNCC1)C)OC([2H])([2H])[2H]